2-(tert-butyl)-4-chloro-1H-pyrrolo[2,3-b]pyridine C(C)(C)(C)C1=CC=2C(=NC=CC2Cl)N1